CC=1C(=CSC1)C=1SC(=CC1)CN1C(NN=C1)=O 4-[(4'-methyl-2,3'-bithiophene-5-yl)methyl]-2,4-dihydro-3H-1,2,4-triazol-3-one